C(C=CCCCCCCCCCCCCC)OC(CCCCCCC\C=C/CCCCCC)=O (Z)-9-hexadecenoic acid 2-hexadecenyl ester